3-(5-((S)-3-(hydroxymethyl)pyrrolidin-1-yl)-3-methyl-2-oxo-2,3-dihydro-1H-benzo[d]imidazol-1-yl)piperidine-2,6-dione OC[C@@H]1CN(CC1)C1=CC2=C(N(C(N2C)=O)C2C(NC(CC2)=O)=O)C=C1